(6,7-dichloro-1,9-dimethyl-1,3,4,5-tetrahydro-2H-pyrido[4,3-b]indol-2-yl)(5-methoxypyrimidin-2-yl)methanone ClC1=C(C=C(C=2C3=C(NC12)CCN(C3C)C(=O)C3=NC=C(C=N3)OC)C)Cl